BrC=1C=C(C=NC1)N1C(C2=C(CC1)N=C(S2)C=2C(=NC(=CC2)N2C[C@@H](CC2)F)F)=O (R)-5-(5-bromopyridin-3-yl)-2-(2-fluoro-6-(3-fluoropyrrolidin-1-yl)pyridin-3-yl)-6,7-dihydrothiazolo[5,4-c]pyridin-4(5H)-one